((((1-hydroxycyclobutyl)methyl)(methyl)amino)methyl)isoindolin-1-one OC1(CCC1)CN(C)CN1C(C2=CC=CC=C2C1)=O